4-[(3S)-3-ethyl-3-phenyl-pyrrolidin-1-yl]-1-(2-hydroxyethyl)-6-methyl-pyridin-2-one C(C)[C@@]1(CN(CC1)C1=CC(N(C(=C1)C)CCO)=O)C1=CC=CC=C1